OCC[N+](CCCCCCCCCCCCCCCCCC)(CCO)[O-] di(hydroxyethyl)stearyl-amine oxide